racemic-3-methylcyclohexan-1-one C[C@H]1CC(CCC1)=O |r|